N-(trans-3-(4-methylpiperazin-1-yl)cyclobutyl)-5-(quinolin-6-yl)pyrrolo[2,1-f][1,2,4]triazin-2-amine CN1CCN(CC1)[C@@H]1C[C@H](C1)NC1=NN2C(C=N1)=C(C=C2)C=2C=C1C=CC=NC1=CC2